C(C)(C)OC=1C(=CC=2C(N1)=NN(C2)C21COC(C2)(C1)COC)C(=O)NC=1C(N(C=CC1)[C@@H]1[C@@H](C1)C)=O 6-isopropoxy-2-(1-(methoxymethyl)-2-oxabicyclo[2.1.1]hex-4-yl)-N-(1-((1s,2r)-2-methylcyclopropyl)-2-oxo-1,2-dihydropyridin-3-yl)-2H-pyrazolo[3,4-b]pyridine-5-carboxamide